N-(6-(4-(2-(1H-pyrazol-1-yl)ethyl)piperazin-1-yl)-2,2-dimethyl-2,3-dihydrobenzofuran-5-yl)pyrazolo[1,5-a]pyrimidine-3-carboxamide N1(N=CC=C1)CCN1CCN(CC1)C1=CC2=C(CC(O2)(C)C)C=C1NC(=O)C=1C=NN2C1N=CC=C2